N-(3-(2-aminoquinazolin-6-yl)-2,4-difluorophenyl)-3,5-bis(trifluoromethyl)benzenesulfonamide NC1=NC2=CC=C(C=C2C=N1)C=1C(=C(C=CC1F)NS(=O)(=O)C1=CC(=CC(=C1)C(F)(F)F)C(F)(F)F)F